C(C)OC=1C(=NC=CC1)OCC(C(=O)NC1CCN(CC1)C)(C)C 3-((3-ethoxypyridin-2-yl)oxy)-2,2-dimethyl-N-(1-methylpiperidin-4-yl)propionamide